F[C@H]1[C@@H](CC[C@@H](C1)N)NC1=C2C=C(N(C2=CC=C1)CC(F)(F)F)C#CCNC1=C(C=C(C=C1)S(=O)(=O)C)OC (1R,2R,4S)-2-fluoro-N1-(2-{3-[(4-methanesulfonyl-2-methoxyphenyl)amino]prop-1-yn-1-yl}-1-(2,2,2-trifluoroethyl)-1H-indol-4-yl)cyclohexane-1,4-diamine